COC1=CC=C(CN2C(C(=C3N2C=CC=C3)C(=O)NC=3C(C(C(=C(C3F)F)C3=CC=CC=C3)F)(OC)F)=O)C=C1 1-(4-Methoxybenzyl)-2-oxo-N-(2,3,5,6-tetrafluoro-3-methoxy-[1,1'-biphenyl]-4-yl)-1,2-dihydropyrazolo[1,5-a]pyridine-3-carboxamide